ClC=1C=NC=C(C1N1CCN(CC1)C(C=1C=C(C=CC1)O)C1=NN=NN1C(C)C)Cl 3-((4-(3,5-dichloropyridin-4-yl)piperazin-1-yl)(1-isopropyl-1H-tetrazol-5-yl)methyl)phenol